C(C1=CC=CC=C1)N1N=C(C=C1)C(=O)N[C@@H]1C(N(C2=C(OC1)C=CC(=C2)C#CC(C)(C)O)C)=O (S)-1-benzyl-N-(7-(3-hydroxy-3-methylbut-1-yn-1-yl)-5-methyl-4-oxo-2,3,4,5-tetrahydrobenzo[b][1,4]oxazepin-3-yl)-1H-pyrazole-3-carboxamide